6-(4-fluorophenyl)-4-hydroxy-N-(1-(hydroxymethyl)-4,4-dimethylcyclohexyl)-1-(2-morpholinoethyl)-2-oxo-1,2-dihydro-1,8-naphthyridine-3-carboxamide FC1=CC=C(C=C1)C=1C=C2C(=C(C(N(C2=NC1)CCN1CCOCC1)=O)C(=O)NC1(CCC(CC1)(C)C)CO)O